(2R,3S,4S,5S)-4-(aminomethyl)-3-(2-trifluoromethylphenyl)-4-(5-chloro-2-fluorophenyl)-5-Neopentylpyrrolidine-2-carboxylate NC[C@]1([C@@H]([C@@H](N[C@H]1CC(C)(C)C)C(=O)[O-])C1=C(C=CC=C1)C(F)(F)F)C1=C(C=CC(=C1)Cl)F